NC1=CC(=NC=C1N)C(=O)OC methyl 4,5-diaminopyridine-2-carboxylate